3-chloro-4-fluoro-1H-pyrazole ClC1=NNC=C1F